N[C@@H](C(=O)O)CC1=C(C=CC(=C1)\N=N\C1=C(C=CC=C1)C1=NC(=NC=C1)NC1=CC=C(C=C1)C(F)(F)F)O (R,E)-2-amino-3-(2-hydroxy-5-((2-(2-((4-(trifluoromethyl)phenyl)amino)pyrimidin-4-yl)phenyl)diazenyl)phenyl)propanoic acid